8-bromo-2-ethoxy-6-(2-methyl-2H-indazol-5-yl)-1,6-naphthyridin-7(6H)-one BrC=1C(N(C=C2C=CC(=NC12)OCC)C1=CC2=CN(N=C2C=C1)C)=O